(S)-5-((6-iodo-2-(2,2,2-trifluoroethyl)-3,4-dihydroquinolin-1(2H)-yl)sulfonyl)-2-((tetrahydro-2H-pyran-4-yl)methoxy)benzonitrile IC=1C=C2CC[C@H](N(C2=CC1)S(=O)(=O)C=1C=CC(=C(C#N)C1)OCC1CCOCC1)CC(F)(F)F